FC1=C(C=CC(=C1C(=O)C1=NNC2=NC=C(C=C21)C2=CC=C(C=C2)C(C)C)F)NS(=O)(=O)CCC N-(2,4-difluoro-3-(5-(4-isopropylphenyl)-1H-pyrazolo[3,4-b]pyridine-3-carbonyl)phenyl)propane-1-sulfonamide